C[C@@]1(CN(CC1)C(=O)OC(C)(C)C)OC(=O)OC1=CC=C(C=C1)[N+](=O)[O-] tert-butyl (R)-3-methyl-3-(((4-nitrophenoxy)carbonyl)oxy)pyrrolidine-1-carboxylate